ClC1=C2C(N(C=NC2=CC=C1NC=1C(=C(C=C(C1F)F)NS(=O)(=O)N1CCCC1)F)C)=O N-(3-((5-chloro-3-methyl-4-oxo-3,4-dihydroquinazolin-6-yl)amino)-2,4,5-trifluorophenyl)pyrrolidine-1-sulfonamide